(5-bromo-2-(trifluoromethoxy)phenyl)methanol BrC=1C=CC(=C(C1)CO)OC(F)(F)F